4-(6-(6-Cyclopropyl-1-methyl-2-oxo-1,2-dihydropyridin-3-yl)-6-(2,5-difluorophenyl)hex-1,3-diyn-1-yl)-1H-pyrrole C1(CC1)C1=CC=C(C(N1C)=O)C(CC#CC#CC=1C=CNC1)C1=C(C=CC(=C1)F)F